(S)-5-(4-chloro-2-fluorobenzoyl)-N-((S)-3-oxo-1-((S)-2-oxopyrrolidin-3-yl)-4-(trifluoromethoxy)butan-2-yl)-5-azaspiro[2.4]heptane-6-carboxamide ClC1=CC(=C(C(=O)N2CC3(CC3)C[C@H]2C(=O)N[C@@H](C[C@H]2C(NCC2)=O)C(COC(F)(F)F)=O)C=C1)F